O1C=CC(=C1)C(=O)N 4-FURANAMIDE